(Z)-3-(1-(4-amino-2-fluorobut-2-en-1-yl)-2-ethyl-1H-benzo[d]imidazol-4-yl)-N-cyclopropylbenzenesulfonamide NC\C=C(\CN1C(=NC2=C1C=CC=C2C=2C=C(C=CC2)S(=O)(=O)NC2CC2)CC)/F